C(C)(C)(C)OC(=O)N1CC(=CCC1)B1OC(C)(C)C(C)(C)O1 N-t-butoxycarbonyl-1,2,5,6-tetrahydropyridine-3-boronic acid pinacol ester